(2-(3-fluoropyridin-2-yl)-4-methylpyrazolin-1-yl)methanone FC=1C(=NC=CC1)N1N(CC(=C1)C)C=O